N1=C(C=CC=C1)C=1C(SSC1)C(=O)NN pyridyldithiol-hydrazide